N-(4-acetylphenyl)-2-(4-(5-chloro-2-(1H-tetrazol-1-yl)phenyl)-2,5-dioxopiperazin-1-yl)-3-phenylpropanamide C(C)(=O)C1=CC=C(C=C1)NC(C(CC1=CC=CC=C1)N1C(CN(C(C1)=O)C1=C(C=CC(=C1)Cl)N1N=NN=C1)=O)=O